3-Chloro-4-fluorophenyl 3-deoxy-3-[4-(3,4,5-trifluorophenyl)-1H-1,2,3-triazol-1-yl]-1-thio-α-D-galactopyranoside FC=1C=C(C=C(C1F)F)C=1N=NN(C1)[C@@H]1[C@H]([C@@H](SC2=CC(=C(C=C2)F)Cl)O[C@@H]([C@@H]1O)CO)O